COC(=O)C=1NC2=CC(=CC=C2C1)C1=CC=C(C=C1)F 6-(4-fluorophenyl)-1H-indole-2-carboxylic acid methyl ester